4-(4-(tert-butyl)phenyl)-2-iodo-1H-pyrrole C(C)(C)(C)C1=CC=C(C=C1)C=1C=C(NC1)I